(3R)-3-amino-7-[5-(5,5-difluoro-1-methyl-3-piperidyl)-1,2,4-oxadiazol-3-yl]-8-fluoro-5-[(4-isopropoxyphenyl)methyl]-1,1-dioxo-2,3-dihydro-1lambda6,5-benzothiazepin-4-one N[C@H]1CS(C2=C(N(C1=O)CC1=CC=C(C=C1)OC(C)C)C=C(C(=C2)F)C2=NOC(=N2)C2CN(CC(C2)(F)F)C)(=O)=O